OCCN1C2=CC=CC=C2N(C=2C=CC=CC12)CCO 2-[10-(2-hydroxyethyl)phenazin-5-yl]ethanol